NCCC(=O)NC1=CC(=C(C=C1)C#CCCCN)CO 3-amino-N-(4-(5-aminopent-1-yn-1-yl)-3-(hydroxymethyl)phenyl)propanamide